N-[2-(4-acetyl-5-methyl-3-phenyl-1H-pyrrol-2-yl)-1H-imidazo[4,5-b]pyridin-5-yl]propane-2-sulfonamide C(C)(=O)C=1C(=C(NC1C)C=1NC=2C(=NC(=CC2)NS(=O)(=O)C(C)C)N1)C1=CC=CC=C1